C[Si](OC1C(OC(C(C1O[Si](C)(C)C)O[Si](C)(C)C)CO[Si](C)(C)C)=O)(C)C 3,4,5-tris(trimethylsilyloxy)-6-trimethylsilyloxymethyl-tetrahydropyran-2-one